1-(4-sulfophenyl)-3-carboxy-5-pyrazolone S(=O)(=O)(O)C1=CC=C(C=C1)N1N=C(CC1=O)C(=O)O